8-(4-(methoxy)phenyl)-N-(4-trifluoromethylphenyl)quinazolin-2-amine COC1=CC=C(C=C1)C=1C=CC=C2C=NC(=NC12)NC1=CC=C(C=C1)C(F)(F)F